(4-bromo-2-pyridyl)-N-[(2,4-dimethoxyphenyl)methyl]ethanamine BrC1=CC(=NC=C1)C(C)NCC1=C(C=C(C=C1)OC)OC